7-fluoroisoquinolin-8-ylcarbamic acid tert-butyl ester C(C)(C)(C)OC(NC=1C(=CC=C2C=CN=CC12)F)=O